(3R)-3-methyl-4-(4-(1-methyl-1H-pyrazol-5-yl)-8-(1-(tetrahydro-2H-pyran-2-yl)-1H-pyrazol-5-yl)-1,7-naphthyridin-2-yl)morpholine C[C@H]1N(CCOC1)C1=NC2=C(N=CC=C2C(=C1)C1=CC=NN1C)C1=CC=NN1C1OCCCC1